(1R,3S)-3-(3-((5-formyl-6-hydroxyisoquinolin-1-yl)amino)-1H-pyrazol-5-yl)cyclopentyl isopropylcarbamate C(C)(C)NC(O[C@H]1C[C@H](CC1)C1=CC(=NN1)NC1=NC=CC2=C(C(=CC=C12)O)C=O)=O